BrC1=CC=C(S1)CNC1=C(C=C(C=C1)S(=O)(=O)C)OC N-((5-bromothiophen-2-yl)methyl)-2-methoxy-4-(methylsulfonyl)aniline